FC1=CC=C2C(=CC=NC2=C1)N1CCN(CC1)C(=O)C1CN(C1)S(=O)(=O)C1=CC=C(C=C1)[N+](=O)[O-] (4-(7-fluoroquinolin-4-yl)piperazin-1-yl)(1-((4-nitrophenyl)sulfonyl)azetidin-3-yl)methanone